N[C@H](C(=O)NCC1=CC=C(C=C1)C1=CC=C(C=C1)OC(F)(F)F)CCC (S)-2-amino-N-((4'-(trifluoromethoxy)-[1,1'-biphenyl]-4-yl)methyl)pentanamide